[Si](C1=CC=CC=C1)(C1=CC=CC=C1)(C(C)(C)C)OCC1CC2=C(C(=NC=C2O)Cl)C1 6-[[tert-butyl(diphenyl)silyl]oxymethyl]-1-chloro-6,7-dihydro-5H-cyclopenta[c]pyridin-4-ol